6-(1-((2R,5S)-2-ethyl-5-methylpiperazin-1-yl)ethyl)quinoxaline C(C)[C@H]1N(C[C@@H](NC1)C)C(C)C=1C=C2N=CC=NC2=CC1